tert-butyl (1R,5S)-3-(5-chloro-6-fluoro-8-(methylsulfanyl)-2,3-dihydroimidazo[1',2':1,2]pyrido[4,3-d]pyrimidin-10-yl)-3,8-diazabicyclo[3.2.1]octane-8-carboxylate ClC1=C(C=2N=C(N=C(C2C=2N1CCN2)N2C[C@H]1CC[C@@H](C2)N1C(=O)OC(C)(C)C)SC)F